3,3-Difluoropiperidin FC1(CNCCC1)F